NC1=CC(=C(C=C1)N1CCC(CC1)N1CCC(CC1)CC(=O)OC(C)(C)C)F tert-butyl 2-(1'-(4-amino-2-fluorophenyl)-[1,4'-bipiperidin]-4-yl)acetate